S-ethyl thiooctanoate C(CCCCCCC)(=O)SCC